3-methyl-2-((4-methyl-3-oxopiperazin-1-yl)methyl)-5-(2-methyl-4-(6-(trifluoro-methyl)quinazolin-2-yl)phenyl)-6,7-dihydropyrazolo[1,5-a]pyrazin-4(5H)-one CC=1C(=NN2C1C(N(CC2)C2=C(C=C(C=C2)C2=NC1=CC=C(C=C1C=N2)C(F)(F)F)C)=O)CN2CC(N(CC2)C)=O